lithium (Z)-2,2,2-trifluoro-1-(3-oxobicyclo[3.1.0]hexan-2-ylidene)ethan-1-olate FC(/C(/[O-])=C/1\C2CC2CC1=O)(F)F.[Li+]